C(=O)(O)C=1C=C(C=CC1C(=O)O)C=1NC2=C(N1)C=C(C(=C2)C(=O)O)C(=O)O 2-(3',4'-dicarboxyphenyl)-5,6-dicarboxybenzimidazole